5-(benzofuran-3-yl)-3-methylenedihydrofuran-2(3H)-one O1C=C(C2=C1C=CC=C2)C2CC(C(O2)=O)=C